C(C)OC1=CC(=C(C=C1)C=1C=C2CC(C(C2=CC1)NC(O[C@@H]1CN2CCC1CC2)=O)(C)C)C (S)-quinuclidin-3-yl (5-(4-ethoxy-2-methylphenyl)-2,2-dimethyl-2,3-dihydro-1H-inden-1-yl)carbamat